CC1=CC=C(C=C1)S(=O)(=O)O[C@H](C(=O)OCC)C (S)-ethyl 2-(p-toluenesulfonyloxy)propionate